NC=1C=C(C=CC1Br)CN(C(=O)C=1C=NC(=NC1)C1CC1)C=1C(=NC=CC1)C(F)(F)F N-[(3-amino-4-bromophenyl)methyl]-2-cyclopropyl-N-[2-(trifluoromethyl)pyridin-3-yl]pyrimidine-5-carboxamide